octadec-9,12-dien-1-yl 7-bromoheptanoate BrCCCCCCC(=O)OCCCCCCCCC=CCC=CCCCCC